5-(benzyloxy)-2-(3-methyl-1-benzothien-2-yl)quinoline-4-carboxylic acid C(C1=CC=CC=C1)OC1=C2C(=CC(=NC2=CC=C1)C=1SC2=C(C1C)C=CC=C2)C(=O)O